(R)-7-(2-(((3-chloropyridin-2-yl)oxy)methyl)-5-oxopyrrolidin-1-yl)-6-cyano-1-(6-(3-(dimethylamino)azetidin-1-yl)pyridin-3-yl)-4-oxo-1,4-dihydroquinoline-3-carboxylic acid ClC=1C(=NC=CC1)OC[C@@H]1N(C(CC1)=O)C1=C(C=C2C(C(=CN(C2=C1)C=1C=NC(=CC1)N1CC(C1)N(C)C)C(=O)O)=O)C#N